2-(2-methylpyridin-4-yl)-N-(4-(2-methylpyridin-4-yl)benzyl)-1,6-naphthyridin-5-amine CC1=NC=CC(=C1)C1=NC=2C=CN=C(C2C=C1)NCC1=CC=C(C=C1)C1=CC(=NC=C1)C